[4-(5-methyloxazolo[4,5-b]pyridin-2-yl)piperazin-1-yl]-[4-[3-[(1S)-2,2,2-trifluoro-1-methyl-ethoxy]azetidin-1-yl]phenyl]methanone CC1=CC=C2C(=N1)N=C(O2)N2CCN(CC2)C(=O)C2=CC=C(C=C2)N2CC(C2)O[C@H](C(F)(F)F)C